2-(2-fluorobenzyl)-N,4,6-trimethyl-N-(2-morpholinoethyl)aniline FC1=C(CC2=C(N(CCN3CCOCC3)C)C(=CC(=C2)C)C)C=CC=C1